OC1=C(C(=C(C(=C1CC=1C(=C(C(=C(C1O)C)OC)CCCC=O)O)O)C)O)CC=1C(=C(C(=C(C1O)C)OC)CCCC=O)O 1'-(((2,4,6-trihydroxy-5-methyl-1,3-phenylene)bis(methylene))bis(2,4-dihydroxy-6-methoxy-5-methyl-3,1-phenylene))bis(butan-1-one)